NOCCOCCC(=O)N 3-(2-(aminooxy)ethoxy)propionamide